tert-butyl (3-(4-(trifluoromethyl)thiazol-2-yl)bicyclo[1.1.1]pentan-1-yl)carbamate FC(C=1N=C(SC1)C12CC(C1)(C2)NC(OC(C)(C)C)=O)(F)F